C1(CC1)C(=O)N1C2CN(CC1CC2)C=2C1=C(N=CN2)N(C(=C1)I)S(=O)(=O)C1=CC=C(C)C=C1 Cyclopropyl-(3-(6-iodo-7-tosyl-7H-pyrrolo[2,3-d]pyrimidin-4-yl)-3,8-diazabicyclo[3.2.1]oct-8-yl)methanone